N-(3-(tert-butyl)isoxazol-5-yl)-1-(4-(5-(1-methyl-1H-pyrazol-4-yl)-1H-benzo[d]imidazol-1-yl)phenyl)cyclopropane-1-carboxamide methyl-3-bromo-5,6-dimethylpyrazine-2-carboxylate COC(=O)C1=NC(=C(N=C1Br)C)C.C(C)(C)(C)C1=NOC(=C1)NC(=O)C1(CC1)C1=CC=C(C=C1)N1C=NC2=C1C=CC(=C2)C=2C=NN(C2)C